2-((2-Allyl-4-fluorophenyl)amino)-5-chloronicotinic acid C(C=C)C1=C(C=CC(=C1)F)NC1=C(C(=O)O)C=C(C=N1)Cl